COC(=O)[C@H]1C[C@@H](CCC1)[N+]1=NOC(=C1)[N-]C(NC1=CC(=CC(=C1)C(F)(F)F)NC(CC1=C(C=CC=C1)C)=O)=O (3-((1R,3R)-3-(Methoxycarbonyl)cyclohexyl)-1,2,3-oxadiazol-3-ium-5-yl)((3-(2-(o-tolyl)-acetamido)-5-(trifluoromethyl)phenyl)-carbamoyl)amide